CN1N=CC2=CC=CC(=C12)CN1CCC2(CC1)COC1=C3CN(C(C3=CC=C12)=O)C1C(NC(CC1)=O)=O 3-(1'-((1-methyl-1H-indazol-7-yl)methyl)-6-oxo-6,8-dihydro-2H,7H-spiro[furo[2,3-e]isoindole-3,4'-piperidin]-7-yl)piperidine-2,6-dione